tris((2-(diphenylphosphino)ethyl)amino)ruthenium C1(=CC=CC=C1)P(CCN[Ru](NCCP(C1=CC=CC=C1)C1=CC=CC=C1)NCCP(C1=CC=CC=C1)C1=CC=CC=C1)C1=CC=CC=C1